CC(CCC(CCCC)CC)CCCC(CCCC)C 8,12-dimethyl-5-ethyl-hexadecane